6-bromo-4-[(3-chloro-4-{[1,2,4]triazolo[1,5-a]pyridin-7-yloxy}phenyl)amino]quinazolin-7-ol BrC=1C=C2C(=NC=NC2=CC1O)NC1=CC(=C(C=C1)OC1=CC=2N(C=C1)N=CN2)Cl